(trimethoxysilylpropyl)-(dimethylmethoxysilylhexyl)amine CO[Si](OC)(OC)CCCNCCCCCC[Si](OC)(C)C